6-(2-(2-aminopyridin-3-yl)-3-(4-(piperazin-1-ylmethyl)phenyl)-3H-imidazo[4,5-b]pyridin-5-yl)pyridin-2(1H)-one NC1=NC=CC=C1C1=NC=2C(=NC(=CC2)C2=CC=CC(N2)=O)N1C1=CC=C(C=C1)CN1CCNCC1